(E)-1-(9-ethyl-2-(2-(3-methylbenzylidene)hydrazinyl)-8-(pyridin-4-yl)-9H-purin-6-yl)piperidin-4-ol C(C)N1C2=NC(=NC(=C2N=C1C1=CC=NC=C1)N1CCC(CC1)O)N/N=C/C1=CC(=CC=C1)C